nickel cobalt copper carbonate C([O-])([O-])=O.[Cu+2].[Co+2].[Ni+2].C([O-])([O-])=O.C([O-])([O-])=O